C(C)N1CCN(CC1)CC=1C(=NC=CC1)N (4-ethylpiperazin-1-yl)methylpyridin-2-amine